NC=1OC(=NN1)C1=CC=CC=C1 2-amino-5-phenyl-1,3,4-oxadiazole